hafnium (IV) iso-propoxide CC([O-])C.[Hf+4].CC([O-])C.CC([O-])C.CC([O-])C